(S)-1-(5-chloro-1H-indol-3-yl)-3-(5-chloro-6-(3-methylpiperazin-1-yl)pyridin-3-yl)urea ClC=1C=C2C(=CNC2=CC1)NC(=O)NC=1C=NC(=C(C1)Cl)N1C[C@@H](NCC1)C